amino-1,3,3-trimethyl-1-(4-aminophenyl)-indan NC1C(C2=CC=CC=C2C1(C)C)(C1=CC=C(C=C1)N)C